C(=C)S(=O)(=O)N1C[C@H]2[C@@H](C1)CNC2 (3aR,6aS)-5-(vinylsulfonyl)hexahydropyrrolo[3,4-c]pyrrol